FC1(CCC(CC1)N1C(C(=CC(=C1)F)NC(C1=C(C=C(C=C1)I)N1CCC2(CC2)CC1)=O)=O)F N-(1-(4,4-difluorocyclohexyl)-5-fluoro-2-oxo-1,2-dihydropyridin-3-yl)-4-iodo-2-(6-azaspiro[2.5]octan-6-yl)benzamide